Hexadecylmagnesium Bromide C(CCCCCCCCCCCCCCC)[Mg]Br